SCC1=CC=C(C=C1)C1=CC=C(C=C1)CS 4,4'-bis(mercapto-methyl)biphenyl